(2-chloro-6-methyl-4-pyridinyl)-2-(3-cyanophenyl)-N-[(1S)-2-hydroxy-1,2-dimethyl-propyl]pyrazolo[1,5-a]pyrimidine-5-carboxamide ClC1=NC(=CC(=C1)C=1C(=NN2C1N=C(C=C2)C(=O)N[C@H](C(C)(C)O)C)C2=CC(=CC=C2)C#N)C